C(C1=CC=CC=C1)OC(=O)N1CC(C1)CO[C@@H]1[C@H](CN(CC1)C(=O)OC(C)(C)C)F Tert-butyl (3S,4S)-4-[(1-benzyloxycarbonylazetidin-3-yl)methoxy]-3-fluoro-piperidine-1-carboxylate